N-(7-fluoro-6-(2-hydroxypropan-2-yl)-1-(1-methylcyclobutyl)-1H-benzo[d]imidazol-2-yl)-3,3-dimethylbutanamide FC1=C(C=CC2=C1N(C(=N2)NC(CC(C)(C)C)=O)C2(CCC2)C)C(C)(C)O